3-(2-chloro-6-fluorophenyl)-7-(4-ethyl-3-(hydroxymethyl)-5-oxo-4,5-dihydro-1H-1,2,4-triazol-1-yl)-6-fluoro-2,3-dihydropyrido[2,3-d]pyrimidin-4(1H)-one ClC1=C(C(=CC=C1)F)N1CNC2=C(C1=O)C=C(C(=N2)N2N=C(N(C2=O)CC)CO)F